(S)-2-(1-(3,5-dichloro-1H-pyrazol-1-yl)cyclopropane-1-carboxamido)-4-((2-isopropoxyethyl)(4-(5,6,7,8-tetrahydro-1,8-naphthyridin-2-yl)butyl)amino)butanoic acid ClC1=NN(C(=C1)Cl)C1(CC1)C(=O)N[C@H](C(=O)O)CCN(CCCCC1=NC=2NCCCC2C=C1)CCOC(C)C